4-((3,5-difluoropyridin-2-yl)thio)-6-(1-(1-(2-hydroxyacetyl)piperidin-4-yl)-5-methyl-1H-pyrazol-4-yl)pyrazolo[1,5-a]pyridine-3-carbonitrile FC=1C(=NC=C(C1)F)SC=1C=2N(C=C(C1)C=1C=NN(C1C)C1CCN(CC1)C(CO)=O)N=CC2C#N